CNC1=CC=C(C=C1)N1CCCC1 N-methyl-4-(pyrrolidin-1-yl)aniline